NC1=CC=CC(=N1)S(=O)(=O)NC(=O)C=1C(=NC(=CC1)N1N=C(C=C1C)OCC(C)C)N1C(C[C@@H](C1)C)(C)C N-[(6-Amino-2-pyridyl)sulfonyl]-6-(3-isobutoxy-5-methyl-pyrazol-1-yl)-2-[(4S)-2,2,4-trimethylpyrrolidin-1-yl]pyridin-3-carboxamid